C(C)(=O)N(C([C@@H](N)CC1=CC(=C(C=C1)P(=O)(O)O)P(=O)(O)O)=O)C1C(N(CCCC1)CC1=CC=C(C=C1)C1=CC=CC=C1)=O N-Acetyl-N-[1-(1,1'-biphenyl-4-ylmethyl)-2-oxoazepan-3-YL]-3,4-diphosphonophenylalaninamide